C(CCCCCCCCCCCCCCC)(=O)OCC(O)CO monoglycerol palmitate